[Cl-].C(C1=CC=CC=C1)[N+](CCCNC(CCCCCCCCCCCCC)=O)(C)C benzyl-dimethyl-(3-tetradecamidopropyl)ammonium chloride